O1C[C@@H](CCC1)NC(=O)C1=CC2=C(OCCC=3N2C=NC3)C=C1 (R)-N-(tetrahydro-2H-pyran-3-yl)-4,5-dihydrobenzo[b]imidazo[1,5-d][1,4]oxazepine-9-carboxamide